Dihydroharmine CC1=NCCC2=C1NC3=C2C=CC(=C3)OC